ClC1=CC=C(CCNC(C(=O)NC2=CC=C(C=C2)B2OC(C(O2)(C)C)(C)C)C2=CC=CC=C2)C=C1 2-((4-Chlorophenethyl)amino)-2-phenyl-N-(4-(4,4,5,5-tetramethyl-1,3,2-dioxaborolan-2-yl)phenyl)acetamide